CC(C(O)O)(C)O 2-methyl-hydroxy-1,2-propanediol